(S)-8-((((2-methoxybenzyl)oxy)carbonyl)amino)chromane-2-carboxylic acid COC1=C(COC(=O)NC=2C=CC=C3CC[C@H](OC23)C(=O)O)C=CC=C1